Docosanoic acid 7-[4-(4-benzo[b]thiophen-4-ylpiperazin-1-yl)butoxy]-2-oxo-3,4-dihydro-2H-quinolin-1-ylmethyl ester S1C2=C(C=C1)C(=CC=C2)N2CCN(CC2)CCCCOC2=CC=C1CCC(N(C1=C2)COC(CCCCCCCCCCCCCCCCCCCCC)=O)=O